BrC1=CC=C(C=C1)[C@]1(COCC1)C(=O)N |r| (±)-3-(4-bromophenyl)tetrahydrofuran-3-carboxamide